dimethyl-(4-sulfobutyl)ammonium (2S)-tert-Butyl-4-(2-((3-bromo-5-nitropyridin-2-yl)oxy)ethyl)-2-methylpiperidine-1-carboxylate C(C)(C)(C)OC(=O)N1[C@H](CC(CC1)CCOC1=NC=C(C=C1Br)[N+](=O)[O-])C.C[NH+](CCCCS(=O)(=O)O)C